N1NCCCCCC1 diazocane